[9,9'-bianthracene]-10,10'-dicarboxylic acid C1=CC=CC2=C(C3=CC=CC=C3C(=C12)C=1C2=CC=CC=C2C(=C2C=CC=CC12)C(=O)O)C(=O)O